2,2'-bipyridyl sodium [Na].N1=C(C=CC=C1)C1=NC=CC=C1